N-((1S,3R)-3-(4-(hydroxymethyl)oxazol-2-yl)-3-(3-(2-methoxypyridin-3-yl)benzyl)cyclopentyl)methanesulfonamide OCC=1N=C(OC1)[C@@]1(C[C@H](CC1)NS(=O)(=O)C)CC1=CC(=CC=C1)C=1C(=NC=CC1)OC